(±)-5-Benzyl-N-(5,6-dihydro-4H-benzo[f]imidazo[1,2-a]azepin-4-yl)-1H-1,2,4-triazole-3-carboxamide C(C1=CC=CC=C1)C1=NC(=NN1)C(=O)N[C@H]1C=2N(C3=C(CC1)C=CC=C3)C=CN2 |r|